COC=1C(=CC=C2CN(C(C12)=O)C1C(NC(CC1)=O)=O)CNC=1OC(=NN1)C1=CC=C(C=C1)OC(F)(F)F 3-(7-methoxy-1-oxo-6-(((5-(4-(trifluoromethoxy)phenyl)-1,3,4-oxadiazol-2-yl)amino)methyl)isoindolin-2-yl)piperidine-2,6-dione